C=1(O)C(O)=CC=CC1 E-catechol